tert-butyl 4-(4-(4-phenylthiazol-2-yl)-4-((3-(5-(trifluoromethyl)-1,2,4-oxadiazol-3-yl)benzamido)methyl)piperidin-1-yl)butanoate C1(=CC=CC=C1)C=1N=C(SC1)C1(CCN(CC1)CCCC(=O)OC(C)(C)C)CNC(C1=CC(=CC=C1)C1=NOC(=N1)C(F)(F)F)=O